Cl.C(C=C)OC1CNCCC1 3-(allyloxy)piperidine hydrochloride